C(C)N1CC2N(C3=CC(=C(C=C13)C=O)O)CCC2 5-ethyl-8-hydroxy-1,2,3,3a,4,5-hexahydropyrrolo[1,2-a]quinoxaline-7-formaldehyde